tert-butyl(2-amino-5-(4-(4-methylpiperazin-1-yl)piperidin-1-yl)phenyl)carbamate C(C)(C)(C)OC(NC1=C(C=CC(=C1)N1CCC(CC1)N1CCN(CC1)C)N)=O